1,6-diethyl-1,6-diazacyclodecane C(C)N1CCCCN(CCCC1)CC